COC(C1=CC(=C(C(=C1)OCC#C)OCC#C)OCC#C)=O 3,4,5-tris(prop-2-yn-1-yloxy)benzoic acid methyl ester